N-(3-chlorophenyl)-5-{2-[(3-chlorophenyl)carbamoyl]-1,3-dioxo-2,3-dihydro-1H-indene-5-carbonyl}-1,3-dioxo-2,3-dihydro-1H-indene-2-carboxamide ClC=1C=C(C=CC1)NC(=O)C1C(C2=CC=C(C=C2C1=O)C(=O)C=1C=C2C(C(C(C2=CC1)=O)C(NC1=CC(=CC=C1)Cl)=O)=O)=O